C(C(C)C)OC(C1=CC=C(C=C1)C1=CC=CC=C1)OCC(C)C 4'-diisobutoxymethyl-biphenyl